FC1=NC(=NC(=C1C(F)(F)F)OC)C1=CC=NC=C1 4-fluoro-6-methoxy-2-(4-pyridyl)-5-trifluoromethylpyrimidine